2-((4-bromo-3'-chloro-2-methyl-1'H,2H-[3,4'-bipyrazol]-1'-yl)methyl)benzonitrile BrC1=C(N(N=C1)C)C=1C(=NN(C1)CC1=C(C#N)C=CC=C1)Cl